BrC1=C(C=2N=CC=NC2C(=C1)C1=CC=C(C=C1)OC(F)(F)F)O 6-bromo-8-(4-(trifluoromethoxy)phenyl)quinoxalin-5-ol